C(#N)N(C=1SC(=C(N1)C(=O)NCC(C)(C)C)C)C1=CC(=NC(=C1)F)F 2-[cyano-(2,6-difluoro-4-pyridinyl)amino]-N-(2,2-dimethylpropyl)-5-methyl-thiazole-4-carboxamide